N[C@@H]1[C@@H](OCC12CCN(CC2)C2=C(N=C1C(=N2)NN=C1C#CC1=C(C(=CC=C1F)F)F)CO)C (6-((3S,4S)-4-amino-3-methyl-2-oxa-8-azaspiro[4.5]decan-8-yl)-3-((2,3,6-trifluorophenyl)ethynyl)-1H-pyrazolo[3,4-b]pyrazin-5-yl)methanol